2-chloro-N-({1-[4-(5,5-dimethylpyrrolidin-3-yl)butyl]-1H-pyrazol-3-yl}sulfonyl)-6-(3-{3-[1-(trifluoromethyl)cyclopropyl]propoxy}-1H-pyrazol-1-yl)pyridine-3-carboxamide ClC1=NC(=CC=C1C(=O)NS(=O)(=O)C1=NN(C=C1)CCCCC1CNC(C1)(C)C)N1N=C(C=C1)OCCCC1(CC1)C(F)(F)F